BrC=1C(=C2C=3C(=NC(=NC3C1F)SC)N(CCO2)C2COCCC2)Cl 9-bromo-8-chloro-10-fluoro-2-(methylthio)-4-(tetrahydro-2H-pyran-3-yl)-5,6-dihydro-4H-[1,4]oxazepino[5,6,7-de]quinazoline